ClC1=C(C(=C2C(=N1)CCC2)Cl)C#N 2,4-dichloro-6,7-dihydro-5H-cyclopenta[b]pyridine-3-carbonitrile